C1(=CC=CC=C1)C1=CC=CC(=N1)C1=CC(=NN1)C1N(CCC1)C#N (5-(6-Phenylpyridin-2-yl)-1H-pyrazol-3-yl)pyrrolidine-1-carbonitrile